Cl.P(=O)(O)([O-])[O-].[Na+].[Na+] disodium hydrogen phosphate-HCl